methacryloxybutyl phosphonate P(OCCCCOC(C(=C)C)=O)([O-])=O